C(C)(C)(C)OC(=O)NCCCN(CCCCCCCC(=O)OC(CCCC)CCCC)CCCCCCCC(OCCC(CCCCC)CCCCC)=O nonan-5-yl 8-((3-((tert-butoxycarbonyl)amino)propyl)(8-oxo-8-((3-pentyloctyl)oxy)octyl)amino)octanoate